2-Fluoro-5-((6-methylpyridin-3-yl)oxy)benzaldehyde FC1=C(C=O)C=C(C=C1)OC=1C=NC(=CC1)C